hexadec-6-ene-1,16-diol C(CCCCC=CCCCCCCCCCO)O